(7-(4,4,5,5-tetramethyl-1,3,2-dioxaborolane-2-yl)-1H-indol-4-yl)carbamate CC1(OB(OC1(C)C)C=1C=CC(=C2C=CNC12)NC([O-])=O)C